O1CCCC2=C1C=CC(=C2)C#N 3,4-dihydro-2H-1-benzopyran-6-carbonitrile